4-((4-aminophenyl)methyl)-2-propylaniline NC1=CC=C(C=C1)CC1=CC(=C(N)C=C1)CCC